BrC=1C=C(C=C(C1)Cl)[C@H](CC(=O)OCC)N[S@](=O)C(C)(C)C Ethyl (S)-3-(3-bromo-5-chlorophenyl)-3-(((R)-tert-butylsulfinyl)amino)propanoate